4-(4-aminophenyl)-2-methoxy-6-(3-methylpyridin-2-yl)pyridine-3-carbonitrile NC1=CC=C(C=C1)C1=C(C(=NC(=C1)C1=NC=CC=C1C)OC)C#N